CC=1N=C2N(C=C(C=C2C(F)(F)F)C(=O)O)C1 2-methyl-8-(trifluoromethyl)imidazo[1,2-a]pyridine-6-carboxylic acid